C(C)N1C=C(C(C2=CC(=C(C=C12)N1CCN(CC1)C(C)=O)F)=O)C(=O)O 1-ethyl-6-fluoro-7-(4-acetylpiperazin-1-yl)-quinolin-4(1H)-one-3-carboxylic acid